[Cl-].C(C1=CC=CC=C1)N1C(=[N+](C=C1)C)C 1-benzyl-2,3-dimethylimidazolium chloride